COC1=C(CCC2=NC=3N(C(N(C(C3N2)=O)CC#C)=O)CCCCP(O)(O)=O)C=CC=C1 (4-(8-(2-Methoxyphenethyl)-2,6-dioxo-1-(prop-2-yn-1-yl)-1,2,6,7-tetrahydro-3H-purin-3-yl)butyl)phosphonic acid